C(C)OC(C[C@@H](C1=C(C(=CC(=C1)C=1C(=NN(C1)CC1CC1)OC)C)F)NC(=O)OC(C)(C)C)=O.COCCOCCOC1=CSC=C1OCCOCCOC 3,4-bis(2-(2-methoxyethoxy)ethoxy)thiophene ethyl-(3S)-3-[(tert-butoxycarbonyl)amino]-3-{5-[1-(cyclopropylmethyl)-3-methoxypyrazol-4-yl]-2-fluoro-3-methylphenyl}propanoate